N-methyl-N-((1-(3-nitrophenyl)-1H-tetrazol-5-yl)methyl)tetrahydrofuran-3-amine CN(C1COCC1)CC1=NN=NN1C1=CC(=CC=C1)[N+](=O)[O-]